CC1=C(C=CC=C1)C=1C(=CC=CC1)C(=O)O 2'-methyl-[1,1'-biphenyl]-2-carboxylic acid